N'-(2,5-dimethyl-4-((methyl(oxo)(phenyl)-λ6-sulfaneylidene)amino)phenyl)-N-ethyl-N-methylformimidamide CC1=C(C=C(C(=C1)N=S(C1=CC=CC=C1)(=O)C)C)N=CN(C)CC